CC1=CC(=C(C(=C1)C)[O-])C(CC1CC(NC(C1)=O)=O)=O 4,6-dimethyl-2-[1-oxo-2-(2,6-dioxopiperidin-4-yl)ethyl]phenolate